C12OCC(CC1)(CC2)CO[C@@H]([C@@H](C(=O)NC)N)C (2S,3R)-3-((2-oxabicyclo[2.2.2]octan-4-yl)methoxy)-2-amino-N-methylbutanamide